4-(6-(4-((R)-2-hydroxy-2-phenylacetyl)piperazin-1-yl)pyridin-3-yl)-6-(((2S*,3R*)-3-hydroxybutan-2-yl)oxy)pyrazolo[1,5-a]pyridine-3-carbonitrile O[C@@H](C(=O)N1CCN(CC1)C1=CC=C(C=N1)C=1C=2N(C=C(C1)O[C@@H](C)[C@@H](C)O)N=CC2C#N)C2=CC=CC=C2 |o1:23,25|